2-deoxy-D-erythro-pentofuranosyl-amine C1(C[C@H](O)[C@H](O1)CO)N